ClC1=CC=C(C=C1)S(=O)(=O)ON=C(C#N)C1=CC=CC=C1 (p-chlorobenzenesulfonyloxyimino)-phenylacetonitrile